C(C1=CC=CC=C1)[C@@H]1N(CC[C@H]1F)C(=O)OC(C)(C)C tert-butyl (2S,3R)-2-benzyl-3-fluoropyrrolidine-1-carboxylate